C(C)OC(=O)C1CC2CCC(CC1=O)N2C(=O)OC(C)(C)C 4-oxo-9-azabicyclo[4.2.1]nonane-3,9-dicarboxylic acid 9-tert-butyl 3-ethyl ester